FC1=C(N)C=C(C(=C1)OC)OCC1=CC=CC2=C1N=C(O2)C 2-fluoro-4-methoxy-5-[(2-methyl-1,3-benzoxazol-4-yl)methoxy]aniline